N=1C=NN2C1C=C(C=C2)C2=CC=C(C=C2)CC(=O)NC2=CC(=CC=C2)C(F)(F)F 2-[4-([1,2,4]Triazolo[1,5-a]pyridin-7-yl)phenyl]-N-[3-(trifluoromethyl)phenyl]acetamide